C(C1=CC=CC=C1)C1=C(SC=2N3C(COCC21)=NN=C3C)C#CC=3C=NN(C3)CC3=CC=C(CNC2=C1CN(C(C1=CC=C2)=O)C2C(NC(CC2)=O)=O)C=C3 3-(4-((4-((4-((3-benzyl-9-methyl-4H,6H-thieno[2,3-e][1,2,4]triazolo[3,4-c][1,4]oxazepin-2-yl)ethynyl)-1H-pyrazol-1-yl)methyl)benzyl)amino)-1-oxoisoindolin-2-yl)piperidine-2,6-dione